NC(=O)[C@@H](O)[C@@H](O)[C@H](O)[C@H](O)CO amino-D-mannose